FC(C(C(C(S(=O)(=O)[O-])(F)F)(F)F)(F)F)(F)F.OC1=CC=C(C(=O)C=2C=C3C=CC(=CC3=CC2)[S+](C2=CC=CC=C2)C2=CC=CC=C2)C=C1 [6-(4-hydroxybenzoyl)naphthalen-2-yl]diphenylsulfonium nonafluorobutanesulfonate